C1(CC1)C1=NC=NC(=C1C1=NC(=C2NC(=NC2=N1)C(=O)OC)NCC1=CC=C(C=C1)C=1N(C=C(N1)C(F)(F)F)C(C)C)OC methyl 2-(4-cyclopropyl-6-methoxypyrimidin-5-yl)-6-((4-(1-isopropyl-4-(trifluoromethyl)-1H-imidazol-2-yl)benzyl)amino)-7H-purine-8-carboxylate